BrC=1C=CC(=NC1)N1CCSCC1 4-(5-bromopyridin-2-yl)-1-thiomorpholine